N-(allyloxycarbonyloxy)-succinimide C(C=C)OC(=O)ON1C(CCC1=O)=O